methyl N-[(E,1S)-1-[[1-[(6-benzyl-9-tetrahydropyran-2-yl-purin-8-yl)methyl]-2-oxo-3-pyridyl]carbamoyl]-6-(dimethylamino)-6-oxo-hex-4-enyl]carbamate C(C1=CC=CC=C1)C1=C2N=C(N(C2=NC=N1)C1OCCCC1)CN1C(C(=CC=C1)NC(=O)[C@H](CC\C=C\C(=O)N(C)C)NC(OC)=O)=O